4-amino-5-(1-methyl-1H-pyrazol-3-yl)pyrrole NC=1C=CNC1C1=NN(C=C1)C